2-methanesulfonyl-5-[2-(triisopropylsilyl)ethynyl]-8H-pyrido[2,3-d]pyrimidin-7-one CS(=O)(=O)C=1N=CC2=C(N1)NC(C=C2C#C[Si](C(C)C)(C(C)C)C(C)C)=O